2-(6'-(benzyloxy)-5,6-dihydro-[3,3'-bipyridin]-1(2H)-yl)-N-(5-(3-fluorophenoxy)thiazol-2-yl)propanamide C(C1=CC=CC=C1)OC1=CC=C(C=N1)C=1CN(CCC1)C(C(=O)NC=1SC(=CN1)OC1=CC(=CC=C1)F)C